ClC=1C(N(C(=CC1OCC1=NC=C(C=C1F)F)C)C1=CC(=NC=C1C)C1=NC(=NC=C1)N1CCOCC1)=O 3-chloro-4-((3,5-difluoropyridin-2-yl)methoxy)-5',6-dimethyl-2'-(2-morpholinopyrimidin-4-yl)-2H-[1,4'-bipyridin]-2-one